ClC=1C=C(C=CC1F)NC(C(C)=O)=O N-(3-chloro-4-fluorophenyl)-2-oxopropanamide